4-amino-N-(5-methylisothiazol-3-yl)benzenesulfonamide NC1=CC=C(C=C1)S(=O)(=O)NC1=NSC(=C1)C